(4-(4-chloro-1-methyl-1H-imidazol-2-yl)phenyl)methanol ClC=1N=C(N(C1)C)C1=CC=C(C=C1)CO